ClN1CC=C(C=C1)Cl 1,4-Dichloropyridine